CC1C(NCC2N1C(CCN2)=O)=O 6-methyl-hexahydro-4H-pyrazino[1,2-a]pyrimidine-4,7(6H)-dione